nicotinic acid-d1 Methyl-2-((tert-butoxycarbonyl)amino)-4-chloro-6-methoxypyrimidine-5-carboxylate COC(=O)C=1C(=NC(=NC1OC)NC(=O)OC(C)(C)C)Cl.C(C1=CN=CC=C1)(=O)O[2H]